methyl (1S,3aR,4S,7R,7aS)-2,3,3a,4,7,7a-hexahydro-1H-4,7-methanoisoindole-1-carboxylate hydrochloride Cl.[C@@H]1(NC[C@@H]2[C@@H]3C=C[C@H]([C@H]12)C3)C(=O)OC